Silicon-Germanium-Tin [Sn].[Ge].[Si]